uracil diacetate C(C)(=O)O.C(C)(=O)O.N1C(=O)NC(=O)C=C1